ClC1=CC=C(C=C1)COC1=NN=C(S1)NC(=O)C=1C=NC(=CC1C1=C(C=CC(=C1)C#N)OC)C N-[5-[(4-chlorophenyl)methoxy]-1,3,4-thiadiazol-2-yl]-4-(5-cyano-2-methoxyphenyl)-6-methylpyridine-3-carboxamide